COC1=CC=2N(C=C1N)C(=CN2)C2=CC=CC=C2 E-7-methoxy-3-phenylimidazo[1,2-a]pyridin-6-amine